{4,8-dibromo-3-[(2-chloro-5-fluorophenyl)carbonyl]-2-naphthyl}-4-methylbenzenesulfonamide BrC1=C(C(=CC2=C(C=CC=C12)Br)C1=C(C=CC(=C1)C)S(=O)(=O)N)C(=O)C1=C(C=CC(=C1)F)Cl